2-(3-(2-(4-chlorophenoxy)pyrimidin-5-yl)-6-oxopyridazin-1(6H)-yl)-N-ethylacetamide ClC1=CC=C(OC2=NC=C(C=N2)C2=NN(C(C=C2)=O)CC(=O)NCC)C=C1